isopropyl (S)-6-diazo-2-((S)-2-methoxy-2-(pyridin-2-yl)acetamido)-5-oxohexanoate [N+](=[N-])=CC(CC[C@@H](C(=O)OC(C)C)NC([C@H](C1=NC=CC=C1)OC)=O)=O